C(C)(C)(C)OC(=O)N1CC(CC1)C1=NC=2N(C(N(C(C2N1C)=O)CC=1N(C2=CC=CC(=C2C1)Cl)C(=O)OC(C)(C)C)=O)C tert-Butyl 2-((8-(1-(tert-butoxycarbonyl)pyrrolidin-3-yl)-3,7-dimethyl-2,6-dioxo-2,3,6,7-tetrahydro-1H-purin-1-yl)methyl)-4-chloro-1H-indole-1-carboxylate